(S)-2-(4-(6-((4-cyano-2-fluorobenzyl)oxy)-5-fluoropyridin-2-yl)-2,3,6-trifluorobenzyl)-1-(4,4-dimethyltetrahydrofuran-3-yl)-4-fluoro-1H-benzo[d]imidazole-6-carboxylic acid C(#N)C1=CC(=C(COC2=C(C=CC(=N2)C2=C(C(=C(CC3=NC4=C(N3[C@@H]3COCC3(C)C)C=C(C=C4F)C(=O)O)C(=C2)F)F)F)F)C=C1)F